(o-tolyl)biguanide C1(=C(C=CC=C1)NC(=N)NC(=N)N)C